ClCC1=C(C=CC(=C1)C)C 2-(chloromethyl)-1,4-dimethylbenzene